((R)-(3-chlorophenyl)(cyclopropyl)methyl)-2-(2,6-dioxopiperidin-3-yl)-1-oxoisoindoline-5-carboxamide ClC=1C=C(C=CC1)[C@@H](C1CC1)C1N(C(C2=CC=C(C=C12)C(=O)N)=O)C1C(NC(CC1)=O)=O